(4-(((tert-butyldimethylsilyl)oxy)methyl)-7-fluoro-2-((4-methoxybenzyl)amino)quinolin-6-yl)(2-(4-(trifluoromethyl)phenyl)piperidin-1-yl)methanone [Si](C)(C)(C(C)(C)C)OCC1=CC(=NC2=CC(=C(C=C12)C(=O)N1C(CCCC1)C1=CC=C(C=C1)C(F)(F)F)F)NCC1=CC=C(C=C1)OC